tert-butyl 3-[4-bromo-7-(2-methoxy-4,6-dimethyl-phenyl)-1,8-naphthyridin-2-yl]piperidine-1-carboxylate BrC1=CC(=NC2=NC(=CC=C12)C1=C(C=C(C=C1C)C)OC)C1CN(CCC1)C(=O)OC(C)(C)C